OCC(=O)N1CCN(CC1)CC=1C=CC(=C(C1)NC(=O)C=1SC=CC1C)\C=C\C1=NNC2=CC=CC=C12 N-[5-[[4-(2-hydroxyacetyl)piperazin-1-yl]methyl]-2-[(E)-2-(1H-indazol-3-yl)ethenyl]phenyl]-3-methylthiophene-2-carboxamide